I.IC1=CC=C(N=N1)N 6-iodopyridazin-3-amine hydrogen iodide salt